CO[SiH2]CCCN (3-(methoxysilyl)propyl)amine